C(C)(C)(C)OC([C@H](CCSCCC1(CCC1)C(=O)O)NC(=O)OC(C)(C)C)=O (s)-1-(2-((4-(tert-butoxy)-3-((tert-butoxycarbonyl)amino)-4-oxobutyl)thio)ethyl)cyclobutane-1-carboxylic acid